OC1=NOC2=C(C=C1)C=CC(=C2O)CN2CCC(CC2)C2=C(C=CC=C2)OC 3,9-dihydroxy-8-((4-(2-methoxyphenyl)piperidin-1-yl)methyl)benzo[5,6]oxazepin